C1(=CC=CC=C1)C=1N=C(C2=CC=CC=C2C1)[Ir](C1=NC(=CC2=CC=CC=C12)C1=CC=CC=C1)C1=NC(=CC2=CC=CC=C12)C1=CC=CC=C1.[Ir+3] Iridium(III) tris(phenylisoquinolyl)iridium(III)